CC[C@@H](NC1CCCCC1)C(=O)O (2R,3S)-beta-methylcyclohexylalanine